C(C1=CC=CC=C1)N1CCC=2C(=C(C(=NC2C1)Cl)C#N)Cl 7-benzyl-2,4-dichloro-5,6,7,8-tetrahydro-1,7-naphthyridine-3-carbonitrile